N-(6-Hydroxyhexyl)trifluoroacetamide OCCCCCCNC(C(F)(F)F)=O